6-(6-methoxy-5-(2,4-difluorobenzenesulfonylamino)pyridin-3-yl)imidazo[1,2-a]pyridine-3-carboxylic acid COC1=C(C=C(C=N1)C=1C=CC=2N(C1)C(=CN2)C(=O)O)NS(=O)(=O)C2=C(C=C(C=C2)F)F